Methyl 3-((5-phenylpiperidin-3-yl)sulfonyl)benzoate C1(=CC=CC=C1)C1CC(CNC1)S(=O)(=O)C=1C=C(C(=O)OC)C=CC1